[NH4+].CN(CCO)CCO N-methyldiethanolamine ammonium salt